6,6-di-tert-butyl-4,4-butylene-di-m-cresol C(C)(C)(C)C1(CC=C(C(=C1O)C(CCC)C1=C(C=CC=C1O)C)C)C(C)(C)C